ClC(C(F)(F)F)C(F)(F)OC(C(C(F)(F)F)Cl)(F)F 1-chloro-2,2,2-trifluoroethyldifluoromethyl ether